2-(4-(benzyloxy)-1-(4-chloro-3-fluorophenyl)-1H-indol-2-yl)-2-methylpropan-1-ol C(C1=CC=CC=C1)OC1=C2C=C(N(C2=CC=C1)C1=CC(=C(C=C1)Cl)F)C(CO)(C)C